CC1=NSC2=C1C=CC=C2 methyl-1,2-benzisothiazole